C(#N)C1=CC2=C(NC(=N2)C(=O)NC2=CC(=C(C=C2)F)[C@]2(NC(N(S(C2)(=O)=O)C)=N)C)C=C1 (R)-5-cyano-N-(4-fluoro-3-(3-imino-2,5-dimethyl-1,1-dioxo-1,2,4-thiadiazin-5-yl)phenyl)-1H-benzo[d]imidazole-2-carboxamide